methyl 5-(2-{[(4R)-4-{[2-amino-6-(4-methylpiperazin-1-yl)-1,3-benzodiazol-1-yl] methyl} pentyl] oxy}-5-fluorophenyl)-1-methyl-6-oxopyridine-3-carboxylate NC1=NC2=C(N1C[C@@H](CCCOC1=C(C=C(C=C1)F)C1=CC(=CN(C1=O)C)C(=O)OC)C)C=C(C=C2)N2CCN(CC2)C